sinapic acid methyl ester COC(\C=C\C1=CC(OC)=C(O)C(OC)=C1)=O